CC1=C(C=CC(=C1C=1N=CN(C1)C)OC1=CC(=CC=C1)C(F)(F)F)S(=O)(=O)N methyl-3-(1-methylimidazol-4-yl)-4-[3-(trifluoromethyl)phenoxy]benzenesulfonamide